ClC=1C=C(C=CC1F)[C@@H](CO)N1C(N2C(C1)=CC(=C2)C2=NC(=NC=C2)NC2=CC=NN2C)=O (S)-2-(1-(3-chloro-4-fluorophenyl)-2-hydroxyethyl)-6-(2-((1-methyl-1H-pyrazol-5-yl)amino)pyrimidin-4-yl)-1H-pyrrolo[1,2-c]imidazol-3(2H)-one